C(#N)C[C@@H]1N(CCN(C1)C=1C2=C(N=C(N1)OC[C@H]1CN[C@@H](CO1)C)CN(CC2)C2=CC=CC1=CC=CC=C21)C(=O)OCC2=CC=CC=C2 Benzyl (S)-2-(cyanomethyl)-4-(2-(((2R,5R)-5-methylmorpholin-2-yl)methoxy)-7-(naphthalen-1-yl)-5,6,7,8-tetrahydropyrido[3,4-d]pyrimidin-4-yl)piperazine-1-carboxylate